6-tert-Butyl-N-[(2-methoxy-6-methyl-3-pyridyl)sulfonyl]-2-(2,4,6-trimethylphenoxy)pyridin-3-carboxamid C(C)(C)(C)C1=CC=C(C(=N1)OC1=C(C=C(C=C1C)C)C)C(=O)NS(=O)(=O)C=1C(=NC(=CC1)C)OC